2-(ethoxycarbonyl) propan-2-yldithiocarbamate CC(C)NC(SC(=O)OCC)=S